FC(OC=1C(=CC(=C(C1)NC(OC1=CC=CC=C1)=O)F)F)F phenyl (5-(difluoromethoxy)-2,4-difluorophenyl)carbamate